tert-butyl 4-(7-bromo-2,6-dichloro-8-fluoro-quinazolin-4-yl)piperazine-1-carboxylate BrC1=C(C=C2C(=NC(=NC2=C1F)Cl)N1CCN(CC1)C(=O)OC(C)(C)C)Cl